3-((2-fluoropyrimidin-4-yl)amino)-3-methyl-N-(1-(2-(methyl(2-(p-tolyloxy)ethyl)amino)-2-oxoethyl)-1H-pyrazol-4-yl)butanamide FC1=NC=CC(=N1)NC(CC(=O)NC=1C=NN(C1)CC(=O)N(CCOC1=CC=C(C=C1)C)C)(C)C